1-(2-(imidazo[1,5-a]pyridin-8-yl)pyrimidin-5-yl)-7-methyl-1,3-dihydro-2H-benzo[d]imidazol-2-one C=1N=CN2C1C(=CC=C2)C2=NC=C(C=N2)N2C(NC1=C2C(=CC=C1)C)=O